5-(pyridine-2-yl)isoxazole-3-carboxamide N1=C(C=CC=C1)C1=CC(=NO1)C(=O)N